4-(4-amino-6-(4-methacrylamido-phenyl)-7-methyl-7H-pyrrolo[2,3-d]pyrimidin-5-yl)-N-((tetrahydrofuran-3-yl)methyl)benzamide NC=1C2=C(N=CN1)N(C(=C2C2=CC=C(C(=O)NCC1COCC1)C=C2)C2=CC=C(C=C2)NC(C(=C)C)=O)C